COC1=NC2=CC(=CC(=C2N=C1)C=1SC2=C(N1)C=CC1=C2C[C@H](O1)CNC(OC1CCOCC1)=O)C (S)-tetrahydro-2H-pyran-4-yl ((2-(2-methoxy-7-methylquinoxalin-5-yl)-7,8-dihydrobenzofuro[5,4-d]thiazol-7-yl)methyl)carbamate